2,2'-bifurane-5,5'-dicarboxylate O1C(=CC=C1C(=O)[O-])C=1OC(=CC1)C(=O)[O-]